(1R,3S,5S)-N-[6-[6-methoxy-5-(pyrazol-1-yl)pyridin-2-yl]pyridazin-3-yl]-N-methyl-8-azabicyclo[3.2.1]octan-3-amine COC1=C(C=CC(=N1)C1=CC=C(N=N1)N(C1C[C@H]2CC[C@@H](C1)N2)C)N2N=CC=C2